O=C1N(C(C=C1)=O)CCCCCC(=O)NN 6-(2,5-dioxo-2,5-dihydro-1H-pyrrol-1-yl)hexanehydrazide